C(CCCCCCC=C)C1CCCC1 8-nonen-1-yl-cyclopentane